4-(2-(cyclopropanesulfonylamino)thiazol-4-yl)-N-(5-(6-(trifluoromethyl)pyrazin-2-yl)pyridin-2-yl)tetrahydro-2H-pyran-4-carboxamide C1(CC1)S(=O)(=O)NC=1SC=C(N1)C1(CCOCC1)C(=O)NC1=NC=C(C=C1)C1=NC(=CN=C1)C(F)(F)F